ClC=1C=CC=C2C(C=C(OC12)C1=C(OCCC2(CNCCO2)C(=O)O)C=C(C=C1)C(F)(F)F)=O 2-[2-(8-chloro-4-oxo-chromen-2-yl)-5-(trifluoromethyl)phenoxylethyl]morpholine-2-carboxylic acid